CC=1C(=C(C(=NC1CCC1=CC=CC=C1)C(=O)OCC)C1=CC=CC=C1)C(=O)[O-] Ethyl 5-Methylcarboxylato-6-phenethyl-3-phenylpyridine-2-carboxylate